(3S)-5-hydroxy-3-pyrazin-2-yl-isoxazolidine-2-carboxylic acid tert-butyl ester C(C)(C)(C)OC(=O)N1OC(C[C@H]1C1=NC=CN=C1)O